COC(C(C(C#CC1=CC=CC=C1)C)C1=CC=CC=C1)=O 3-methyl-2,5-diphenyl-4-pentynoic acid methyl ester